(5-(phenylmethyloxy)-3-fluoropyridin-2-yl)acetic acid methyl ester COC(CC1=NC=C(C=C1F)OCC1=CC=CC=C1)=O